2,4,6,6-tetramethylpiperidine CC1NC(CC(C1)C)(C)C